C(#N)C=C1CN(C1)C(=O)OC(C)(C)C tert-butyl 3-(cyanomethylene)azetidin-1-carboxylate